(3-bromo-6-chloro-2-methoxypyridin-4-yl)carbamic acid tert-butyl ester C(C)(C)(C)OC(NC1=C(C(=NC(=C1)Cl)OC)Br)=O